Cl.N[C@H](C(=O)NC1=CC(=C(C=C1)SCC1=CC=CC=C1)F)CC1=CC=CC=C1 (S)-2-amino-N-(4-(benzylthio)-3-fluorophenyl)-3-phenylpropanamide hydrochloride